O=SC(C(=O)N)(CCCCCCCCCCCCCCCC)C1OCCN1 oxosulfanyl-oxazolidinyl-octadecanamide